C(C)(=O)OC(CCCCCCCCCCC)=O lauric acid acetic anhydride